tert-butyl (1R,4R)-5-((1-(3-(2,6-dioxopiperidin-3-yl)-1-methyl-1H-indazol-7-yl)piperidin-4-yl)methyl)-2,5-diazabicyclo[2.2.1]heptane-2-carboxylate O=C1NC(CCC1C1=NN(C2=C(C=CC=C12)N1CCC(CC1)CN1[C@H]2CN([C@@H](C1)C2)C(=O)OC(C)(C)C)C)=O